N1(N=CC=C1)CC=1C(=CC(=NC1)C(=O)NS(=O)(=O)C1=C(C=CC(=C1)CC)OC)OC 5-((1H-pyrazol-1-yl)methyl)-N-((5-ethyl-2-methoxyphenyl)sulfonyl)-4-methoxypicolinamide